Disodium Hydroxydecyl-Sorbitol Citrate C(CC(O)(C(=O)O)CC(=O)[O-])(=O)[O-].OCCCCCCCCCCC(O)[C@H](O)[C@@H](O)[C@H](O)[C@H](O)CO.[Na+].[Na+]